(3'r)-1'-(6-amino-5-fluoropyrimidin-4-yl)-3-(3,5-bis(trifluoromethyl)phenylamino)-1,3'-bipiperidin-2-one NC1=C(C(=NC=N1)N1C[C@@H](CCC1)N1C(C(CCC1)NC1=CC(=CC(=C1)C(F)(F)F)C(F)(F)F)=O)F